4,4'-Dihydroxybenzophenon OC1=CC=C(C(=O)C2=CC=C(C=C2)O)C=C1